(1R,2S)-2-{[2-(pyridin-4-yl)pyrido[3,4-d]pyrimidin-4-yl]amino}cyclopentan-1-ol methyl-2-carboxy-6-naphthoate CC1=C(C=CC2=CC(=CC=C12)C(=O)O[C@H]1[C@H](CCC1)NC=1C2=C(N=C(N1)C1=CC=NC=C1)C=NC=C2)C(=O)O